C(C=C)(=O)NC1=NN(C=C1C(=O)NCC=1C(NC(=CC1CC)C)=O)C(C)C1=CC=CC=C1 acrylamido-N-((4-ethyl-6-methyl-2-oxo-1,2-dihydropyridin-3-yl)methyl)-1-(1-phenylethyl)-1H-pyrazole-4-carboxamide